CC=1C(=C(C(=C2CCCC12)C)N)C trimethylindan-5-amine